OC(CNCC(=O)NC1CCC(CC1)C=1C=C2C(=C(NC2=CC1)C=1C=C(C=2N(C1)N=CN2)OC)C(C)C)(C)C 2-((2-hydroxy-2-methylpropyl)amino)-N-(4-(3-isopropyl-2-(8-methoxy-[1,2,4]triazolo[1,5-a]pyridin-6-yl)-1H-indol-5-yl)cyclohexyl)acetamide